CC1(C(CCCC1C(=O)[O-])C(=O)[O-])C 2,2-dimethyl-1,3-cyclohexanedicarboxylate